N'-acetyl-4-amino-1-methyl-N'-pyrimidin-2-yl-N-[[5-(trifluoromethyl)-2-pyridyl]methyl]pyrazolo[4,3-c]quinoline-8-carbohydrazide C(C)(=O)N(N(C(=O)C1=CC=2C3=C(C(=NC2C=C1)N)C=NN3C)CC3=NC=C(C=C3)C(F)(F)F)C3=NC=CC=N3